6-bromo-4-(trifluoromethyl)quinazolin-2(1H)-one BrC=1C=C2C(=NC(NC2=CC1)=O)C(F)(F)F